COC(C1CCN(CC1)C1=CC(=C(C=C1)[C@@H]1C=2C=CC(=CC2C(C[C@@H]1C1=CC=CC=C1)(F)F)O)F)OC (5S,6S)-5-(4-(4-(dimethoxymethyl)piperidin-1-yl)-2-fluorophenyl)-8,8-difluoro-6-phenyl-5,6,7,8-tetrahydronaphthalen-2-ol